(R)-N-(4-(4-amino-1-(1-(cyclopropanecarbonyl)pyrrolidin-3-yl)-7-oxo-6,7-dihydro-1H-pyrrolo[2,3-d]pyridazin-3-yl)benzyl)-5-fluoro-2-methoxybenzamide NC=1C2=C(C(NN1)=O)N(C=C2C2=CC=C(CNC(C1=C(C=CC(=C1)F)OC)=O)C=C2)[C@H]2CN(CC2)C(=O)C2CC2